2-[5-(4-{2,7-diazaspiro[3.5]nonane-2-carbonyl}-4-phenoxypiperidin-1-yl)pyridazin-3-yl]phenol C1N(CC12CCNCC2)C(=O)C2(CCN(CC2)C=2C=C(N=NC2)C2=C(C=CC=C2)O)OC2=CC=CC=C2